C1OC=2C=C(C=CC2O1)C1=C2C(=NN(C2=CC=C1)CC1=CC=C(C=C1)C(NO)=O)C(=O)N (3,4-methylenedioxyphenyl)-1-(4-(hydroxycarbamoyl)benzyl)-1H-indazole-3-carboxamide